CN1C[C@@H](CC1=O)OC(=O)N1CCN(CC1)C1=NC=2N(C=C1)N=CC2C=2C(=NC=CC2)OC2CN(C2)C(=O)OC(C)(C)C [(3R)-1-methyl-5-oxo-pyrrolidin-3-yl]4-[3-[2-(1-tert-butoxycarbonylazetidin-3-yl)oxy-3-pyridyl]pyrazolo[1,5-a]pyrimidin-5-yl]piperazine-1-carboxylate